CC=1C=C(C=NC1)C=1SC2=C(N1)C=C(C=C2)N 2-(5-methylpyridin-3-yl)benzo[d]thiazol-5-amine